CC1=C(C=C(N)C=C1)S(=O)(=O)N1CCN(CCC1)C 4-methyl-3-[(4-methyl-1,4-diazepan-1-yl)sulfonyl]aniline